C(=O)(OC(C)(C)C)N1CCN(CCC1)CC1=CC=C2C(=N1)SC(=C2)C(=O)O 6-((4-(Boc)-1,4-diazacycloheptan-1-yl)methyl)thieno[2,3-b]pyridine-2-carboxylic acid